C1(NC=CC2=CC=CC=C12)=O ISOCHINOLINON